O1COC2=C1C=CC(=C2)N2C(C(=C(C2=O)C(=O)C2CC2)O)C2=CC=CC=C2 1-(1,3-benzodioxol-5-yl)-4-(cyclopropanecarbonyl)-3-hydroxy-2-phenyl-2H-pyrrol-5-one